5-ethynyl-2,3-dihydro-1H-pyrrolo[2,3-b]pyridine C(#C)C=1C=C2C(=NC1)NCC2